methylthiazole-5-carboxamid CC=1SC(=CN1)C(=O)N